N1,N1-diethyl-1,3-propanediamine CCN(CC)CCCN